5-Oxo-N-(4-((4-(4-(trifluoromethyl)piperidin-1-yl)phenyl)amino)benzyl)pyrrolidine-3-carboxamide O=C1CC(CN1)C(=O)NCC1=CC=C(C=C1)NC1=CC=C(C=C1)N1CCC(CC1)C(F)(F)F